CC(C(O)O)CC(C#CC(CC(C)C)C)C 2,4,7,9-tetramethyl-5-decyne-diol